FC=1C=C(OC=2C=CC(=NC2)N2C(CC(C2)(C)C)=O)C=CC1F 1-[5-(3,4-Difluorophenoxy)-2-pyridinyl]-4,4-dimethyl-pyrrolidin-2-one